C(C)OC=1C=C(C=CC1)C(=O)N1CCC(CC1)CCCCNC(=O)C1=CC=2C=NC=CC2N1 N-(4-{1-[(3-ethoxyphenyl)carbonyl]piperidin-4-yl}butyl)-1H-pyrrolo[3,2-c]pyridine-2-carboxamide